FC1=C(C=CC(=N1)C(=O)NC)N1CCN(CC1)CC=1C(=C2NC(C=3N(C2=CC1)N=CC3)=O)F 6-fluoro-5-[4-({6-fluoro-4-oxo-5H-pyrazolo[1,5-a]quinoxalin-7-yl}methyl)piperazin-1-yl]-N-methylpyridin-2-carboxamide